C(C)(C)(C)OC(=O)N1C2(CNCC1CC2)C2=NC(=NC1=C(C(=C(C=C21)C=C)Br)F)F (7-bromo-2,8-difluoro-6-vinylquinazolin-4-yl)-3,8-diazabicyclo[3.2.1]octane-8-carboxylic acid tert-butyl ester